BrC1=NN(C(=N1)C(CC(C1=CC=C(C=C1)F)O[Si](C)(C)C(C)(C)C)O)C1OCCCC1 1-(3-bromo-1-(tetrahydro-2H-pyran-2-yl)-1H-1,2,4-triazol-5-yl)-3-((tert-butyldimethylsilyl)oxy)-3-(4-fluorophenyl)propan-1-ol